(2-(3-methylphenyl)pyridinic acid) iridium (III) [Ir+3].CC=1C=C(C=CC1)C1(NC=CC=C1)C(=O)O